4-(1-cyclopentyl-3-methyl-8-(1-methyl-1H-indazol-5-yl)-2-oxo-1,2,3,6-tetrahydroimidazo[4,5-d]pyrrolo[2,3-b]pyridin-7-yl)-N,N-dimethylbenzamide C1(CCCC1)N1C(N(C=2C1=C1C(=NC2)NC(=C1C=1C=C2C=NN(C2=CC1)C)C1=CC=C(C(=O)N(C)C)C=C1)C)=O